(R)-2-fluoro-N-(2-hydroxypropyl)-4-methoxybenzenesulfonamide FC1=C(C=CC(=C1)OC)S(=O)(=O)NC[C@@H](C)O